4-bromo-2,6-difluorobenzene-1-sulfonyl chloride BrC1=CC(=C(C(=C1)F)S(=O)(=O)Cl)F